(1-((5-azidopyranyl)amino)-5-(3-(benzyloxy)phenyl)-1-oxopent-4-en-2-yl)carbamic acid tert-butyl ester C(C)(C)(C)OC(NC(C(=O)NC1OC=C(C=C1)N=[N+]=[N-])CC=CC1=CC(=CC=C1)OCC1=CC=CC=C1)=O